(S)-6-(4-chlorophenyl)-8-(3-fluorophenyl)-3-(1-hydroxy-prop-2-yl)pyrido[3,4-d]pyrimidin-4(3H)-one ClC1=CC=C(C=C1)C1=CC2=C(N=CN(C2=O)[C@H](CO)C)C(=N1)C1=CC(=CC=C1)F